tert-butyl (3R,4R)-4-{[7-(4-chlorophenyl)-5-(trifluoromethyl)imidazo[4,3-f][1,2,4]triazin-2-yl]amino}-3-fluoropiperidine-1-carboxylate ClC1=CC=C(C=C1)C1=NC(=C2C=NC(=NN21)N[C@H]2[C@@H](CN(CC2)C(=O)OC(C)(C)C)F)C(F)(F)F